3-(7-(5-iodopentyloxy)-3-oxo-[1,2,4]triazolo[4,3-a]pyridin-2(3H)-yl)piperidine-2,6-dione ICCCCCOC1=CC=2N(C=C1)C(N(N2)C2C(NC(CC2)=O)=O)=O